N1CC(C1)CNC(=O)C1CCN(CC1)C(C1=C(C=C(C=C1)NC=1C=2N(C=CN1)C(=CN2)C2=CC(=C(C=C2)OC)F)C)=O N-(azetidin-3-ylmethyl)-1-[4-[[3-(3-fluoro-4-methoxyphenyl)imidazo[1,2-a]pyrazin-8-yl]amino]-2-methylbenzoyl]piperidine-4-carboxamide